1,4-bis[(tertiary butyl-peroxy)isopropyl]benzene C(C)(C)(C)OOC(C)(C)C1=CC=C(C=C1)C(C)(C)OOC(C)(C)C